tert-butyl 2-{[3-(2,6-dioxopiperidin-3-yl)-2-methylquinolin-6-yl]formamido}acetate O=C1NC(CCC1C=1C(=NC2=CC=C(C=C2C1)C(=O)NCC(=O)OC(C)(C)C)C)=O